4-(((iodoacetyl)amino)methyl)cyclohexane-1-carboxylic acid succinimidyl ester C1(CCC(N1OC(=O)C1CCC(CC1)CNC(CI)=O)=O)=O